Tert-butyl 4-oxo-2-(pyrrolidin-1-yl)-3,4,5,6,8,9-hexahydro-7H-pyrimido[4,5-d]azepine-7-carboxylate O=C1NC(=NC=2CCN(CCC21)C(=O)OC(C)(C)C)N2CCCC2